CN(C(CCCCCCCCC)CCCC\C=C/C)C (15Z)-N,N-dimethylheptadecan-15-en-10-amine